FC1=CC=C(C2=C1N=C(S2)NC(C[C@H](CCCNC)NC2=NC=CC1=CC=C(C=C21)C2=NOC(=N2)C)=O)OCCC (S)-N-(4-fluoro-7-propoxybenzo[d]thiazol-2-yl)-3-((7-(5-methyl-1,2,4-oxadiazol-3-yl)isoquinolin-1-yl)amino)-6-(methylamino)hexanamide